BrC1=C2N=CC(=NC2=CC(=C1)C(F)F)OC 5-bromo-7-(difluoromethyl)-2-methoxyquinoxaline